CC1(CCC(CC1)C1=CC=C(C=C1)NC1CCC(CC1)NC(C)=O)C N-(4-((4-(4,4-dimethylcyclohexyl)phenyl)amino)cyclohexyl)acetamide